3-[2-(DIMETHYLHYDRAZONO)PROPANOYL]-9-(2,6-DIMETHYL-4-PROP-1-YNYL-PHENYL)-3-AZASPIRO[5.5]UNDECANE-8,10-DIONE CN(N=C(C(=O)N1CCC2(CC1)CC(C(C(C2)=O)C2=C(C=C(C=C2C)C#CC)C)=O)C)C